C(C)OC(=O)C1=NC=C(C=C1F)F 3,5-Difluoropyridine-2-carboxylic acid ethyl ester